(S)-1-(4-((4-((R)-2-acetoxy-3-(1H-imidazol-1-yl)propoxy)-3-chlorophenyl)sulfonyl)-2-chlorophenoxy)-3-chloropropan-2-yl acetate C(C)(=O)O[C@@H](COC1=C(C=C(C=C1)S(=O)(=O)C1=CC(=C(C=C1)OC[C@@H](CN1C=NC=C1)OC(C)=O)Cl)Cl)CCl